Ethyl (3R)-3-[2-bromo-6-(difluoromethoxy)phenyl]-3-[(2-chloro-5-nitropyridin-4-yl)-amino]propanoate BrC1=C(C(=CC=C1)OC(F)F)[C@@H](CC(=O)OCC)NC1=CC(=NC=C1[N+](=O)[O-])Cl